N-(2-chloroethyl)maleimide ClCCN1C(C=CC1=O)=O